FC1=CC=C(C=C1)N1C(=C(C2=C(C=CC=C12)O)C1=CC=C(C(=O)O)C=C1)C(CCO)(C)C 4-[1-(4-fluorophenyl)-4-hydroxy-2-(3-hydroxy-1,1-dimethyl-propyl)indol-3-yl]Benzoic acid